4-(((tetrahydro-2H-pyran-2-yl)oxy)methyl)bicyclo[2.1.1]hexane-1-carboxylic acid methyl ester COC(=O)C12CCC(C1)(C2)COC2OCCCC2